thieno[3,2-b]pyridine-3-carboxamide hydrochloride Cl.S1C=C(C2=NC=CC=C21)C(=O)N